C1(CCC1)OC1=CC=C(CNC(N(C[C@@H]2N(CCC2)C)CC2=CC=C(C=C2)F)=O)C=C1 (R)-3-(4-Cyclobutoxybenzyl)-1-(4-fluorobenzyl)-1-((1-methylpyrrolidin-2-yl)methyl)urea